C(C)(C)(C)OC(=O)NCCCN1CCN(CC1)CCCN(C/C=C/C(=O)OC)C methyl (E)-4-[3-[4-[3-(tert-butoxycarbonylamino) propyl]piperazin-1-yl]propyl-methyl-amino]but-2-enoate